2-geranyl-5-(trans-2-octynyl)-dihydroxybenzoic acid C(\C=C(/C)\CCC=C(C)C)C1=C(C(=O)O)C=C(C(=C1O)O)CC#CCCCCC